CN1N=NC(=C1)C=1C=CC(=NC1)N 5-(1-methyl-1H-1,2,3-triazol-4-yl)pyridin-2-amine